FC=1C=C(C=CC1OC1=CC=NC2=CC=C(C=C12)OC)NC(=O)C=1C(N(C(=CC1)C)C1=CC=C(C=C1)F)=O N-[3-Fluoro-4-(6-methoxyquinolin-4-yl)oxyphenyl]-1-(4-fluorophenyl)-6-methyl-2-oxopyridine-3-carboxamide